fluoro-5-methyl-3,6-dioxa-1-octene FC=COCC(OCC)C